BrC=1C=C(C=C2C(=CNC12)C=O)F 7-BROMO-5-FLUORO-1H-INDOLE-3-CARBALDEHYDE